CC1(OC(C(C(O1)=O)C(=O)[C@@H]1N(C[C@@H](C1)F)C(=O)OC(C)(C)C)=O)C |&1:10| tert-Butyl (2RS,4R)-2-(2,2-dimethyl-4,6-dioxo-1,3-dioxane-5-carbonyl)-4-fluoro-pyrrolidine-1-carboxylate